Cl.ClC=1C=C(CN2CC(CC2)CN)C=CC1OCC (1-(3-chloro-4-ethoxybenzyl)pyrrolidin-3-yl)methanamine hydrochloride